C(#N)C=1C=C(C=NC1N1N=CC=N1)NC(=O)C=1C=NN(C1C(F)(F)F)C1=C(C=CC=C1C)F N-(5-cyano-6-(2H-1,2,3-triazol-2-yl)pyridin-3-yl)-1-(2-fluoro-6-methylphenyl)-5-(trisFluoromethyl)-1H-pyrazole-4-carboxamide